N-tetradecyl-N-decyl-tolylammonium [tetrakis(perfluorophenyl) borate] FC1=C(C(=C(C(=C1F)F)F)F)[B-](C1=C(C(=C(C(=C1F)F)F)F)F)(C1=C(C(=C(C(=C1F)F)F)F)F)C1=C(C(=C(C(=C1F)F)F)F)F.C(CCCCCCCCCCCCC)[NH+](CCCCCCCCCC)C1=C(C=CC=C1)C